2-(trifluoromethyl)-3-methoxynonafluoropentane tert-Butyl-7-amino-2,2-difluoro-5-azaspiro[2.5]octane-5-carboxylate C(C)(C)(C)OC(=O)N1CC2(C(C2)(F)F)CC(C1)N.FC(C(C(F)(F)F)(C(C(C(F)F)(F)F)(OC)F)F)(F)F